C(=O)O.C(C)(C)(C)N1CC(CCC1)C(C(=O)N)N1N=C(N2C(C1=O)=CC1=C2SC=C1)C(C)C (1-(tert-butyl)piperidin-3-yl)-2-(8-isopropyl-5-oxothieno[3',2':4,5]pyrrolo[1,2-d][1,2,4]triazin-6(5H)-yl)acetamide formate salt